methyl 8-[2-fluoro-4-[[5-(4-fluorophenyl)-4-hydroxy-6-methylpyridine-3-carbonyl]amino]phenoxy]-1,5-naphthyridine-3-carboxylate FC1=C(OC=2C=CN=C3C=C(C=NC23)C(=O)OC)C=CC(=C1)NC(=O)C=1C=NC(=C(C1O)C1=CC=C(C=C1)F)C